(R)-4-cyclopropyl-N-((5-(imidazo[1,5-a]pyridin-6-yl)-2,3-dihydro-1H-inden-4-yl)carbamoyl)-6,7-dihydro-4H-pyrazolo[5,1-c][1,4]oxazine-2-sulfonamide C1(CC1)[C@H]1OCCN2C1=CC(=N2)S(=O)(=O)NC(NC2=C1CCCC1=CC=C2C=2C=CC=1N(C2)C=NC1)=O